C1(=C(C=CC=C1)C1(NC=NC(=N1)C(Cl)(Cl)Cl)C(Cl)(Cl)Cl)C p-tolyl-4,6-bis(trichloromethyl)-s-triazine